N1(N=CN=C1)C[C@H](C(=O)OC(C)C)OC(N[C@@H](C)C1=CC=C(C=C1)C(F)(F)F)=O Propan-2-yl (2R)-3-(1H-1,2,4-triazol-1-yl)-2-({[(1S)-1-[4-(trifluoromethyl)phenyl]ethyl]carbamoyl}oxy)propanoate